FC1=C2C(=NC(=C1)C)NC(=C2C)C(=O)NC2CC[Si]1(CC2)CCCCC1 4-fluoro-3,6-dimethyl-N-(6-silaspiro[5.5]undecan-3-yl)-1H-pyrrolo[2,3-b]pyridine-2-carboxamide